1,2,3-trimethylolpropane tris(mercaptoacetate) SCC(=O)O.SCC(=O)O.SCC(=O)O.C(O)CC(CCO)CO